ClC1=C(C(=CC(=C1)C(F)(F)F)Cl)N1CC(CN(S1(=O)=O)CC(=O)NC1C2CC3(CC(CC1C3)C2)C(=O)N)C 4-(2-(6-(2,6-dichloro-4-(trifluoromethyl)phenyl)-4-methyl-1,1-dioxido-1,2,6-thiadiazinan-2-yl)acetamido)adamantan-1-carboxamide